5-ethynylthiophene-2-carbonitrile C(#C)C1=CC=C(S1)C#N